4-(5-chloro-2-methoxy-phenyl)-N-[6-(3-furyl)thiazolo[4,5-b]pyrazin-2-yl]-6-methyl-pyridine-3-carboxamide ClC=1C=CC(=C(C1)C1=C(C=NC(=C1)C)C(=O)NC=1SC=2C(=NC=C(N2)C2=COC=C2)N1)OC